hexadecan-1-yl heptacosanoate C(CCCCCCCCCCCCCCCCCCCCCCCCCC)(=O)OCCCCCCCCCCCCCCCC